FC(N1N=C(N=N1)C(C1=CC=CC=C1)N1CCNCC1)F ((2-(difluoromethyl)-2H-tetrazol-5-yl)(phenyl)methyl)piperazine